C(C1=CC=CC=C1)OC1=CC(=C(/C=C/C(=O)OCC)C=C1)O (E)-Ethyl 4-benzyloxy-2-hydroxycinnamate